CC=1C=C(C=2N(C(C=C(N2)N2CCCCC2)=O)C1)C(C)NC1=C(C(=O)OC)C=CC=C1 methyl 2-((1-(7-methyl-4-oxo-2-(piperidin-1-yl)-4H-pyrido[1,2-a]pyrimidin-9-yl)ethyl)amino)benzoate